[N+](=O)([O-])CCC1=C(C=CC(=C1)OC)OC 2-(2-nitroethyl)-1,4-dimethoxybenzene